C(C)NC1=NC=CC(=C1)NC1=NC(=NC(=N1)NC(C)C)C1=CC=CC=C1 N2-(2-(ethylamino)pyridin-4-yl)-N4-isopropyl-6-phenyl-1,3,5-triazine-2,4-diamine